C[Si](C1C(=CC2=C(C=CC=C12)C1=CC=C(C=C1)C(C)(C)C)C)(C1C(=CC(=C1)CCCC)C)C dimethyl-4-butyl-2-methylcyclopentadienyl-2-methyl-4-(4-tert-butylphenyl)indenyl-silane